O=C1N(C=CC=C1)C=1C=NC(=CC1)N[C@@H]1C[C@H](CC1)NC=1N=CC(=NC1)C#N 5-(((1S,3S)-3-((2-Oxo-2H-[1,3'-bipyridin]-6'-yl)amino)cyclopentyl)amino)pyrazine-2-carbonitrile